4,5-dimethoxypicolinic acid COC1=CC(=NC=C1OC)C(=O)O